methacryloyloxyphenol C(C(=C)C)(=O)OC1=C(C=CC=C1)O